6-chloro-2-(1-methylcyclobutoxy)-5-phenyl-1H-1,3,4-triazaindene ClC1=C(N=C2N=C(NC2=C1)OC1(CCC1)C)C1=CC=CC=C1